NCCCN1C=CC(C=C1)=C1C=CN(C=C1)C 1-(3-aminopropyl)-1'-methyl-4,4'-bipyridine